2-Amino-7-(tert-butoxy)-7-oxoheptanoic acid NC(C(=O)O)CCCCC(=O)OC(C)(C)C